((3-methylbicyclo[2.2.1]hept-5-en-2-yl)methyl)naphthalene CC1C(C2C=CC1C2)CC2=CC=CC1=CC=CC=C21